(S)-8-chloro-4-((5,6-difluoropyridin-3-yl)amino)-6-(((1-(oxetan-3-yl)-1H-1,2,3-triazol-4-yl)(pyridin-3-yl)methyl)amino)quinoline-3-carbonitrile ClC=1C=C(C=C2C(=C(C=NC12)C#N)NC=1C=NC(=C(C1)F)F)N[C@@H](C=1C=NC=CC1)C=1N=NN(C1)C1COC1